O=C1NC(C=CC1)=O 2,6-dioxopyridin